N-(2-(ethylthio)phenyl)-4,4-bis(4-(isopropylamino)phenyl)butanamide C(C)SC1=C(C=CC=C1)NC(CCC(C1=CC=C(C=C1)NC(C)C)C1=CC=C(C=C1)NC(C)C)=O